BrC1=NC=C(C=C1)C([2H])([2H])[2H] 2-bromo-5-(methyl-d3)-pyridine